BrC1=CC2=C(N(C=3C(NN=CC32)=O)C)C=N1 8-bromo-5-methyl-3H-pyrido[4',3':4,5]pyrrolo[2,3-d]pyridazin-4(5H)-one